OCC1(CC=CC(=C1O)CO)C 2,6-bis(hydroxymethyl)cresol